2,3-difluoro-5-nitrophenol FC1=C(C=C(C=C1F)[N+](=O)[O-])O